ClC=1N(N=C2C1C=NC(=C2)Cl)C2=CC=C(C=C2)F 3,6-dichloro-2-(4-fluorophenyl)pyrazolo[4,3-c]pyridine